N-ethyl-5-fluoro-2-(6-{1-[(1S,3S,4R)-5-methylene-2-azabicyclo[2.2.2]octane-3-carbonyl]pyrrolidin-3-yl}imidazo[1,5-a]pyridin-8-yl)-N-(isopropyl)benzamide C(C)N(C(C1=C(C=CC(=C1)F)C=1C=2N(C=C(C1)C1CN(CC1)C(=O)[C@H]1N[C@@H]3CC([C@H]1CC3)=C)C=NC2)=O)C(C)C